O=C(CN1N=C(C=C1)NC=1SC(=CN1)C(=O)OC)N1CCCC1 methyl 2-[[1-(2-oxo-2-pyrrolidin-1-yl-ethyl)pyrazol-3-yl]amino]thiazole-5-carboxylate